ClC1=CC=C(C=C1)CN1C(=C(C2=CC(=CC=C12)C(C)C)SC(C)(C)C)CC(C(=O)O)(C)C 1-[(4-chlorophenyl)methyl]-3-[(1,1-dimethylethyl)thio]-α,α-dimethyl-5-(1-methylethyl)-1H-indole-2-propanoic acid